Cl.FC1=C(OC2=C(C(=C(C=C2)NC(=O)C=2N=C(SC2)C2=CN=NC=C2)N2C[C@@H](CCC2)CNC)C(F)(F)F)C=CC=C1 N-[4-(2-fluorophenoxy)-2-{(3S)-3-[(methylamino)methyl]piperidin-1-yl}-3-(trifluoromethyl)phenyl]-2-(pyridazin-4-yl)-1,3-thiazole-4-carboxamide monohydrochloride salt